tert-Butyl (S)-(1-((2,4-dimethylbenzyl)amino)-4-(methylthio)-1-oxobutan-2-yl)carbamate CC1=C(CNC([C@H](CCSC)NC(OC(C)(C)C)=O)=O)C=CC(=C1)C